Methyl 2-(acetoxymethyl)-6-bromobenzoate C(C)(=O)OCC1=C(C(=O)OC)C(=CC=C1)Br